C1=CC=CC=2C3=CC=CC=C3C(C12)COC(=O)N([C@@H](C(=O)O)COC1OCC1)C (2R)-2-[9H-fluoren-9-ylmethoxycarbonyl-(methyl)amino]-3-(oxetan-2-yloxy)propionic acid